NC1=NC2=CC(=CC=C2C=C1F)CN(C(=O)C=1C=NC(=NC1)C1CCOCC1)C1=C(C=C(C=C1)F)S(=O)(=O)C N-[(2-amino-3-fluoroquinolin-7-yl)methyl]-N-(4-fluoro-2-methanesulfonylphenyl)-2-(oxan-4-yl)pyrimidine-5-carboxamide